2-((1,1-Difluoropropane-2-yl)oxy)-5-(4,4,5,5-tetramethyl-1,3,2-dioxaborolan-2-yl)pyridine FC(C(C)OC1=NC=C(C=C1)B1OC(C(O1)(C)C)(C)C)F